(S)-2-(4-bromophenylsulphonamido)-3-(1H-imidazol-4-yl)-N-(4-(4-methoxyphenyl)thiazol-2-yl)propanamide BrC1=CC=C(C=C1)S(=O)(=O)N[C@H](C(=O)NC=1SC=C(N1)C1=CC=C(C=C1)OC)CC=1N=CNC1